(R)-1-(1-acryloylazepan-3-yl)-7-chloro-2-(2-methylisonicotinamido)-1H-benzo[d]imidazol-5-yl azetidine-1-carboxylate N1(CCC1)C(=O)OC1=CC2=C(N(C(=N2)NC(C2=CC(=NC=C2)C)=O)[C@H]2CN(CCCC2)C(C=C)=O)C(=C1)Cl